N4-cyclopropyl-N2-(1-(2-(isopropylsulfonyl)ethyl)-1H-indazol-4-yl)-5-(trifluoromethyl)pyrimidine-2,4-diamine C1(CC1)NC1=NC(=NC=C1C(F)(F)F)NC1=C2C=NN(C2=CC=C1)CCS(=O)(=O)C(C)C